Perfluoro-1-butanesulfonamide FC(C(C(C(F)(F)F)(F)F)(F)F)(S(=O)(=O)N)F